C(C)(=O)OCC1=C(C=CC(=C1)B1OC(C(O1)(C)C)(C)C)C 2-methyl-5-(4,4,5,5-tetramethyl-1,3,2-dioxaborolan-2-yl)benzyl acetate